C(C1=CC=CC=C1)NC(=O)C=1N=C(OC1)C1CN(CC12CN(C2)C(=O)[C@@H]2C(C2)(C)C)C(=O)C=2C=NN(C2)CC2=CC=CC=C2 N-benzyl-2-(6-(1-benzyl-1H-pyrazole-4-carbonyl)-2-((S)-2,2-dimethylcyclopropane-1-carbonyl)-2,6-diazaspiro[3.4]octan-8-yl)oxazole-4-carboxamide